(3S)-3-{[5-(2-chloro-4-methylphenyl)-1-trityl-1H-indazol-3-yl]carbamoyl}piperidine-1-carboxylic acid tert-butyl ester C(C)(C)(C)OC(=O)N1C[C@H](CCC1)C(NC1=NN(C2=CC=C(C=C12)C1=C(C=C(C=C1)C)Cl)C(C1=CC=CC=C1)(C1=CC=CC=C1)C1=CC=CC=C1)=O